C(C1=CC=CC=C1)OC1=C(C=C(C(=C1)CO)F)N1C(C2([C@@H]1C1=C(C=C(C(=C1)F)N1CCC(CC1)C(OCCCC)OCCCC)OC)CCCC2)=O (3S)-2-[2-(benzyloxy)-5-fluoro-4-(hydroxymethyl)phenyl]-3-{4-[4-(dibutoxymethyl)piperidin-1-yl]-5-fluoro-2-methoxyphenyl}-2-azaspiro[3.4]octan-1-one